C(C(C)C)[Bi](CC(C)C)CC(C)C tri(iso-butyl)bismuth